2-(hexylthio)ethan-1-ol tert-butyl-5-((tert-butoxycarbonyl)(prop-2-yn-1-yl)amino)-3-(dimethylphosphoryl)-1H-pyrazole-1-carboxylate C(C)(C)(C)C=1C(=NN(C1N(CC#C)C(=O)OC(C)(C)C)C(=O)OCCSCCCCCC)P(=O)(C)C